(6aS,7S,10aR)-2-anilino-7-methyl-8-oxo-10a-phenyl-5,6,6a,7-tetrahydrobenzo[h]quinazoline-9-carbonitrile N(C1=CC=CC=C1)C1=NC=2[C@@]3([C@@H](CCC2C=N1)[C@@H](C(C(=C3)C#N)=O)C)C3=CC=CC=C3